tributyl-methyl-phosphonium bis(trifluoromethylsulfonyl)imide salt [N-](S(=O)(=O)C(F)(F)F)S(=O)(=O)C(F)(F)F.C(CCC)[P+](C)(CCCC)CCCC